3-(5-{((1R,2R)-2-[(trifluoromethoxy)methyl]cyclopropyl)-1,3,4-oxadiazol-2-yl}bicyclo[1.1.1]pentan-1-yl)-3,4-dihydro-2H-1-benzopyran-2-carboxamide FC(OC[C@H]1[C@@H](C1)C1=NN=C(O1)C1C2(CC1C2)C2C(OC1=C(C2)C=CC=C1)C(=O)N)(F)F